COC[NH-] methoxymethylamid